triphenylsulfonium (adamant-1-ylmethoxycarbonyl)-difluoromethanesulfonate C12(CC3CC(CC(C1)C3)C2)COC(=O)C(S(=O)(=O)[O-])(F)F.C2(=CC=CC=C2)[S+](C2=CC=CC=C2)C2=CC=CC=C2